Ethyl [(5-bromo-3-{[1-fluoropropan-2-yl]carbamoyl}pyridin-2-yl)carbamothioyl]carbamate BrC=1C=C(C(=NC1)NC(=S)NC(OCC)=O)C(NC(CF)C)=O